(R)-N-(5-((3-((5-fluoro-4-methylpyrimidin-2-yl)methyl)piperidin-1-yl)methyl)thiazol-2-yl)acetamide FC=1C(=NC(=NC1)C[C@@H]1CN(CCC1)CC1=CN=C(S1)NC(C)=O)C